titanium (iv) chloride [Ti](Cl)(Cl)(Cl)Cl